C(C)(=O)N1C2CC(CC1CC2)C(=O)N2[C@@H](C[C@H](C2)F)C(=O)N[C@H](C2=CC=C(C=C2)C(C)C)C2=CC=CC=C2 (2S,4R)-1-{8-acetyl-8-azabicyclo[3.2.1]octane-3-carbonyl}-4-fluoro-N-[(S)-phenyl[4-(propan-2-yl)phenyl]methyl]pyrrolidine-2-carboxamide